C12C(CC(CC1)C2)CC(=O)O 2-norbornan-2-yl-acetic acid